N(C(=N)N)CC1CCCCC1 TRANS-4-(GUANIDINOMETHYL)-CYCLOHEXANE